C(CCCCC(C)C)(=O)[O-].[Sn+2].C(CCCCC(C)C)(=O)[O-] tin (ii) isooctanoate